FC=1C=C(C=CC1F)C1CCN2C(=C(C(=C12)C(C(=O)NC1(CS(C1)=O)C)=O)C)C(=O)N (3,4-difluorophenyl)-6-methyl-7-(2-(((1r,3r)-3-methyl-1-oxidothietan-3-yl)amino)-2-oxoacetyl)-2,3-dihydro-1H-pyrrolizine-5-carboxamide